C(C1=CC=CC=C1)(=O)N1CCN(CC1)C(=O)C1=CC=2C(=C3C4(NC(NC3=C(C2)Cl)=O)CCCCC4)O1 2'-(4-benzoylpiperazine-1-carbonyl)-5'-chloro-7',8'-dihydro-6'H-spiro[cyclohexane-1,9'-furo[2,3-f]quinazoline]-7'-one